2-propionylpyridine C(CC)(=O)C1=NC=CC=C1